FC(C=1C=NC(=NC1)C=1C=C2C(=CN=CC2=CC1)C#N)(F)F 6-[5-(trifluoromethyl)pyrimidin-2-yl]isoquinoline-4-carbonitrile